C1(CC1)OC=1C=C2C(=C(C(N(C2=CC1)C)=O)C#N)N1CCC(CC1)(C=1OC2=C(N1)C=C(C=C2)C)C 6-(cyclopropyloxy)-1-methyl-4-[4-methyl-4-(5-methyl-1,3-benzooxazol-2-yl)piperidin-1-yl]-2-oxo-1,2-dihydroquinoline-3-carbonitrile